BrC1=CC=C2C(=N1)C(=CN2)NC(=O)NC2CCC(CC2)C(F)(F)F 1-(5-bromo-1H-pyrrolo[3,2-b]pyridin-3-yl)-3-(4-(trifluoromethyl)cyclohexyl)urea